C1CN=CC=2OCC=CC=3N(C21)C(C=CC3)=O Dihydrodipyrido[3,4-b:1',2'-d][1,4]oxazocine-12(6H)-one